1,2,3,5-tetrahydrocyclopenta[c]quinolin-4-one hydrochloride Cl.C1CCC=2C(NC=3C=CC=CC3C21)=O